C1(C(C(C(C(C1O)O)O)O)O)O cyclohexane-1,2,3,4,5,6-hexaol